OC[C@](CC(=C)C)(C)NC([O-])=O (R)-(1-hydroxy-2,4-dimethylpent-4-en-2-yl)carbamate